N-[2-({[2-anilino-5-(trifluoromethyl)pyrimidin-4-yl]amino}methyl)-4-methylphenyl]-N-methylmethanesulfonamide N(C1=CC=CC=C1)C1=NC=C(C(=N1)NCC1=C(C=CC(=C1)C)N(S(=O)(=O)C)C)C(F)(F)F